2,2,2-trifluoro-1-(1-methylidene-2,3,4,5-tetrahydro-1H-3-benzazepin-3-yl)ethan-1-one FC(C(=O)N1CCC2=C(C(C1)=C)C=CC=C2)(F)F